FC(C1C(C1)(C(=O)OC)NC(=O)C=1C(=NN2C1C=C(C=C2)OCC2=NC=CC=C2)C)F methyl 2-(difluoromethyl)-1-(2-methyl-5-(pyridin-2-ylmethoxy)pyrazolo[1,5-a]pyridine-3-carboxamido)cyclopropane-1-carboxylate